FC1=CC=C(C=C1)N1C(C(=C(C=C1)I)C(=O)O)=O 1-(4-fluorophenyl)-4-iodo-2-oxo-1,2-dihydropyridine-3-carboxylic acid